5-cyclopropyl-2-methyl-3-((6-(methylthio)pyridin-3-yl)methyl)-1H-pyrrolo[3,2-b]Pyridine C1(CC1)C1=CC=C2C(=N1)C(=C(N2)C)CC=2C=NC(=CC2)SC